ClC1=CC(=NC=C1)NC(=S)N 1-(4-chloropyridin-2-yl)thiourea